C1(=CC=CC=C1)C1=NC(=NC(=N1)C1=CC=CC=C1)C=1C=C(C=CC1)N1C2=CC=CC=C2C=2C=CC(=CC12)C=1C=CC=2N(C3=CC=CC=C3C2C1)C1=CC=CC=C1 9-[3-(4,6-diphenyl-1,3,5-triazine-2-yl)phenyl]-9'-phenyl-2,3'-bi-9H-carbazole